BrC1=C(NC2=CC=CC=C12)Br bis-bromoindole